CC1=CC2=C(OC3(C=NS2(OCCC2CCNCC2)([O-])=O)CCOCC3)N=C1 8'-methyl-1',1'-dioxido-1'-(2-(piperidin-4-yl)ethoxy)-2,3,5,6-tetrahydrospiro[pyran-4,4'-pyrido[2,3-b][1,4,5]oxathiazepin]